FC1=CC(=C(OC2CCC3(CN(C3)C(CC[C@H]3NC(OC3)=O)=O)CC2)C=C1)S(=O)(=O)C (4R)-4-[3-[7-(4-fluoro-2-methylsulfonyl-phenoxy)-2-azaspiro[3.5]nonan-2-yl]-3-oxo-propyl]oxazolidin-2-one